CCCCC/C=C\C/C=C\C/C=C\CCCCCCC(=O)O[C@H](COC(=O)CCCC/C=C\C/C=C\C/C=C\CCCCC)COP(=O)(O)OC[C@@H](C(=O)O)N 1-(6Z,9Z,12Z-octadecatrienoyl)-2-(8Z,11Z,14Z-eicosatrienoyl)-glycero-3-phosphoserine